C(C)(C)OC=1C=CC(=NC1)C1=NNC(=N1)NC1=NC=CC=C1N(C)C N2-(3-(5-isoprop-oxypyridin-2-yl)-1H-1,2,4-triazol-5-yl)-N3,N3-dimethyl-pyridine-2,3-diamine